3-methyl-3-phenylpyrrolidine CC1(CNCC1)C1=CC=CC=C1